FC(OC1=CC=C(C=C1)CO[C@@H]1C[C@H](NC1)C(=O)O)F (2S,4R)-4-[[4-(difluorometh-oxy)phenyl]methoxy]pyrrolidine-2-carboxylic acid